4-(7-{[(oxetan-3-ylmethyl)amino]methyl}-[1,2,4]triazolo[1,5-a]pyridin-5-yl)benzonitrile O1CC(C1)CNCC1=CC=2N(C(=C1)C1=CC=C(C#N)C=C1)N=CN2